(S)-6-(propyl(2-(thiophen-2-yl)ethyl)amino)-5,6,7,8-tetrahydronaphthalen-1-yl(12-(hexylamino)-12-Oxolauroyl)glycinate C(CC)N([C@@H]1CC=2C=CC=C(C2CC1)N(CC(=O)[O-])C(CCCCCCCCCCC(=O)NCCCCCC)=O)CCC=1SC=CC1